N1=NC=CC2=CC(=CC=C12)C1=CN=C(S1)NC(=O)C1C(OC(C1)(C)C)(C)C N-(5-(cinnolin-6-yl)thiazol-2-yl)-2,2,5,5-tetramethyltetrahydrofuran-3-carboxamide